BrC(CCCCC)OC1=CC=C(C=C1)C1=CC=C(C=C1)C#N 4-(1-bromohexyloxy)-4'-cyanobiphenyl